Hexyn silicon [Si].C#CCCCC